dimethylamino-pyridine CN(C)C1=NC=CC=C1